(E)-2-[2-[6-(2-cyanophenoxy)pyrimidine-4-yloxy]phenyl]-3-methoxyacrylic acid methyl ester COC(\C(=C\OC)\C1=C(C=CC=C1)OC1=NC=NC(=C1)OC1=C(C=CC=C1)C#N)=O